N1-(4-(1H-indol-1-yl)pyrimidin-2-yl)-4-(3-(dimethylamino)azetidin-1-yl)-6-methoxybenzene-1,3-diamine N1(C=CC2=CC=CC=C12)C1=NC(=NC=C1)NC1=CC(=C(C=C1OC)N1CC(C1)N(C)C)N